((3-chloro-2-methoxyphenyl)amino)-2-[3-(pyrazin-2-ylmethoxy)pyridin-4-yl]-1H,5H,6H,7H-pyrrolo(3,2-c)pyridin-4-one ClC=1C(=C(C=CC1)NN1C(=CC=2C(NCCC21)=O)C2=C(C=NC=C2)OCC2=NC=CN=C2)OC